N1=NC(CC(C=C1)=O)=O diazepine-3,5-dione